ClC1=C(C=CC=C1)C=1N=C2N(C=C(C=C2)C2=C(C=CC=C2)O)C1C(=O)N (2-chlorophenyl)-6-(2-hydroxyphenyl)imidazo[1,2-a]pyridine-3-carboxamide